CN1N=CC=2C1=NC(=NC2NC2=C(C(=O)NC1=CC=C(C=C1)N1CCOCC1)C=CC=C2)C=2C=NC=CC2 (1-methyl-6-(pyridin-3-yl)-1H-pyrazolo[3,4-d]pyrimidin-4-yl)amino-N-(4-morpholino-phenyl)benzamide